C(C)S(=O)(=O)OC1=C(C=CC=C1)NC(=O)NC1=CC(=CC=C1)OS(=O)(=O)C1=CC=C(C)C=C1 N-[2-(ethanesulfonyloxy)phenyl]-N'-[3-(p-toluenesulfonyloxy)phenyl]urea